3-hexyl-nonanoic acid-6-bromohexyl ester BrCCCCCCOC(CC(CCCCCC)CCCCCC)=O